Triethyl-monomethoxysilan C(C)[Si](OC)(CC)CC